C(C)(=O)C=1C=C(C=CC1)N=NC1=C(C=CC=C1)NC(=O)NC1=CC(=C(C=C1)Cl)C(F)(F)F {2-[(3-acetylphenyl)diazenyl]phenyl}-3-[4-chloro-3-(trifluoromethyl)phenyl]urea